C(C)OC[C@@]1(CN(CC1)CC=1C=NC=CC1)CCC=1N=NC=CC1 (S)-3-(2-(3-(ethoxymethyl)-1-(pyridin-3-ylmethyl)pyrrolidin-3-yl)ethyl)pyridazine